C1(=CC=CC=C1)S\C=C\C1=CC=CC=C1 (E)-phenyl(styryl)sulfane